Pentadecenol CCCCCCCCCCCCC/C=C/O